ethyl (3S)-1-[(2R)-2-[4-(2-chloro-4-fluoro-phenyl)-2-oxo-chromen-7-yl]oxypropanoyl]piperidine-3-carboxylate ClC1=C(C=CC(=C1)F)C1=CC(OC2=CC(=CC=C12)O[C@@H](C(=O)N1C[C@H](CCC1)C(=O)OCC)C)=O